N1,N2-diallyl-N2-dichloroacetylglycinamide C(C=C)NC(CN(C(C(Cl)Cl)=O)CC=C)=O